cyclobutyl(4-(methoxymethoxy)pyridin-2-yl)methanone C1(CCC1)C(=O)C1=NC=CC(=C1)OCOC